C(C1=CC=CC=C1)[N+]1=CC=CC2=CC(=CC=C12)C N-benzyl-6-methylquinolinium